CN(C)CCCC=C(C(=O)N)C Dimethylaminopropylmethacrylamid